(1S,2R)-1-[4-(2,2-diethoxyethoxy)phenyl]-2-phenyl-tetralin-6-ol C(C)OC(COC1=CC=C(C=C1)[C@@H]1[C@@H](CCC2=CC(=CC=C12)O)C1=CC=CC=C1)OCC